IC=1C=C(CN2C(NC3=C2C=CC=C3)=O)C=CC1CN1C(CCC1)=O 1-(3-iodo-4-((2-oxopyrrolidin-1-yl)methyl)benzyl)-1,3-dihydro-2H-benzo[d]imidazol-2-one